COCC1NC2=C(OC1)C(=NC=N2)N2C[C@@H](CC2)NC (3R)-1-(7-(Methoxymethyl)-7,8-dihydro-6H-pyrimido[5,4-b][1,4]oxazin-4-yl)-N-methylpyrrolidin-3-amine